N[C@@H]1C[C@H](C1)CN(C(CN1N=C(C2=CC=CC=C12)C(=O)N)=O)CC(=O)NCC1=C(C(=CC=C1)Cl)F 1-(2-((((trans)-3-aminocyclobutyl)methyl)(2-((3-chloro-2-fluorobenzyl)amino)-2-oxoethyl)amino)-2-oxoethyl)-1H-indazole-3-carboxamide